5-chloro-6-(3-(trifluoromethyl)phenoxy)pyridin-3-amine ClC=1C=C(C=NC1OC1=CC(=CC=C1)C(F)(F)F)N